7-(4-fluorophenyl)-8-(3-methylimidazo[1,2-a]pyridin-6-yl)-2-((tetrahydrofuran-3-yl)methyl)-[1,2,4]triazolo[1,5-c]pyrimidin-5-amine FC1=CC=C(C=C1)C1=C(C=2N(C(=N1)N)N=C(N2)CC2COCC2)C=2C=CC=1N(C2)C(=CN1)C